C(C=C)OC1=C(C=C(C(=C1)Cl)Cl)C(NS(=O)C(C)(C)C)C1CCN(CC1)CC(F)F N-((2-(allyloxy)-4,5-dichlorophenyl)(1-(2,2-difluoroethyl)piperidin-4-yl)methyl)-2-methylpropane-2-sulfinamide